O=C(C(=O)O)CCCNC(=N)N α-keto-5-Guanidinovaleric acid